OCCSCCCCCSCCO 2-[5-(2-hydroxyethylmercapto)pentylmercapto]ethanol